2,4-bis(trifluoromethyl)-phenylboronic acid FC(C1=C(C=CC(=C1)C(F)(F)F)B(O)O)(F)F